4-bromo-N-(8,9-difluoro-6-oxo-1,4,5,6-tetrahydro-2H-pyrano[3,4-c]isoquinolin-1-yl)-N-methyl-1H-pyrrolo[2,3-c]pyridine-2-carboxamide BrC1=C2C(=CN=C1)NC(=C2)C(=O)N(C)C2COCC=1NC(C=3C=C(C(=CC3C12)F)F)=O